C(C)(C)(C)OC(=O)N1CCC(CC1)(C(=O)NNC(=O)C1=NC(=CC=C1)C(F)(F)F)F 4-fluoro-4-(2-(6-(trifluoromethyl)pyridineformyl)hydrazine-1-carbonyl)piperidine-1-carboxylic acid tert-butyl ester